C(C1CO1)N(CC1CO1)C1CCC(CC1)N(CC1CO1)CC1CO1 1,4-bis(N,N-diglycidyl-amino)cyclohexane